C(C)(C)(C)OC(=O)N1C(C(CC1)N(C)C1=NC(=NC2=CC(=C(C=C12)I)Br)Cl)C tert-butyl-3-[(7-bromo-2-chloro-6-iodo-quinazolin-4-yl)-methyl-amino]-2-methyl-pyrrolidine-1-carboxylate